NC1=CN=C(C=C1C(=O)N)OC1COCC1 5-amino-2-((tetrahydrofuran-3-yl)oxy)isonicotinamide